methyl (S)-2-(chloromethyl)-4-fluoro-1-(oxetan-2-ylmethyl)-1H-benzo[d]imidazole-6-carboxylate ClCC1=NC2=C(N1C[C@H]1OCC1)C=C(C=C2F)C(=O)OC